4-(4-indolylpyrimidin-2-ylamino)-N'-benzylidenebenzoyl-hydrazine N1C(=CC2=CC=CC=C12)C1=NC(=NC=C1)NC1=CC=C(C(=O)NN=CC2=CC=CC=C2)C=C1